N(N)C(=O)C1=CC=CC(=N1)C(=O)O 6-(hydrazinocarbonyl)o-picolinic acid